3-[(2S)-1-(2-Aminoacetyl)pyrrolidin-2-yl]-1-sulfamoyl-pyrrole-2-carboxylic acid NCC(=O)N1[C@@H](CCC1)C1=C(N(C=C1)S(N)(=O)=O)C(=O)O